(5R,6S)-6-((S)-5H-Imidazo[5,1-a]isoindol-5-yl)-5,6,7,8-tetrahydrochinolin-5-ol C=1N=CN2C1C1=CC=CC=C1[C@@H]2[C@H]2[C@H](C=1C=CC=NC1CC2)O